N-bicyclo[1.1.1]pent-2-yl-5-methyl-6-{4-[(2-methyl-1,3-benzoxazol-6-yl)oxy]piperidin-1-yl}pyridazine-3-carboxamide C12C(C(C1)C2)NC(=O)C=2N=NC(=C(C2)C)N2CCC(CC2)OC2=CC1=C(N=C(O1)C)C=C2